3-methyl-5-oxo-1-(4-(trifluoromethyl) phenyl)-4,5-dihydro-1H-pyrazole-4-carboxylate CC1=NN(C(C1C(=O)[O-])=O)C1=CC=C(C=C1)C(F)(F)F